6-bromo-2,4-difluoro-3-(trifluoromethyl)phenol BrC1=CC(=C(C(=C1O)F)C(F)(F)F)F